1-benzyl-3-phenethylazetidine C(C1=CC=CC=C1)N1CC(C1)CCC1=CC=CC=C1